2-Boc-8-(piperidine-1-carbonyl)-1,2,3,4-tetrahydroisoquinoline C(=O)(OC(C)(C)C)N1CC2=C(C=CC=C2CC1)C(=O)N1CCCCC1